C(C)(=O)O[C@@H](COC1=C(C=C(C=C1Cl)C(C)(C)C1=CC=C(C=C1)OC[C@H](COC(C)=O)O)Cl)CCl (S)-1-(4-(2-(4-((R)-3-acetoxy-2-hydroxypropoxy)phenyl)propan-2-yl)-2,6-dichlorophenoxy)-3-chloropropan-2-yl acetate